Propanolat C(CC)[O-]